F[C@@H]1CN(CC1)C1=CC=C(C=C1)C=1SC=2C(NCCC2N1)=O (S)-2-(4-(3-fluoropyrrolidin-1-yl)phenyl)-6,7-dihydrothiazolo[5,4-c]pyridin-4(5H)-one